C(=O)(OC(C)(C)C)N1CN=C(C2=CC=CC=C12)N1CCNCC1 N-Boc-4-piperazinyl-quinazoline